FC1=C(C=CC(=C1)F)N1C(N(C2=CC=CC=C2C1=O)CC1=CC=C(C(=O)NO)C=C1)=O 4-((3-(2,4-difluorophenyl)-2,4-dioxo-3,4-dihydroquinazolin-1(2H)-yl)methyl)-N-hydroxybenzamide